tert-butyl N-[4-[4-[4-[4-[4-[[(5-tert-butyl-1,2,4-oxadiazole-3-carbonyl)amino]methyl]-3-methyl-phenyl]pyrrolo[2,1-f][1,2,4]triazin-6-yl]phenyl]butyl]phenyl]carbamate C(C)(C)(C)C1=NC(=NO1)C(=O)NCC1=C(C=C(C=C1)C1=NC=NN2C1=CC(=C2)C2=CC=C(C=C2)CCCCC2=CC=C(C=C2)NC(OC(C)(C)C)=O)C